ClC1=C(C=CC2=C1C(=NCCN2)C2=NC=CC=C2F)C(F)(F)F 6-chloro-5-(3-fluoro-2-pyridinyl)-7-(trifluoromethyl)-1,3-dihydro-1,4-benzodiazepine